NC=1N=NC2=C(C=C(C=C2C1)C=1C(=C(C=NC1)N(C(OC(C)(C)C)=O)C(=O)OC(C)(C)C)C)Cl tert-Butyl N-[5-(3-amino-8-chloro-cinnolin-6-yl)-4-methyl-3-pyridyl]-N-tert-butoxycarbonyl-carbamate